N-(1,3-oxazol-2-yl)benzamide O1C(=NC=C1)NC(C1=CC=CC=C1)=O